C(C)N(CC)CC diethylaminoethane